(R)-N-(1-(3-(benzyloxy)phenyl)propan-2-yl)-2-fluoro-2-methylpropan-1-amine C(C1=CC=CC=C1)OC=1C=C(C=CC1)C[C@@H](C)NCC(C)(C)F